COC1=CC=C2N=CC=3N(C2=C1)C=CC3 8-methoxypyrrolo[1,2-a]quinoxaline